2-[5-(difluoromethoxy)-1-methyl-1H-pyrazol-3-yl]-4-[4-fluoro-2-(2,2,2-trifluoroethoxy)phenyl]-2,3-dihydro-1H-pyrrolo[3,4-c]pyridin-1-one FC(OC1=CC(=NN1C)N1CC=2C(=NC=CC2C1=O)C1=C(C=C(C=C1)F)OCC(F)(F)F)F